2-(1-((4-(N-(5-chloroisoxazol-3-yl)sulfamoyl)phenyl)amino)hexyl)malonic acid diethyl ester C(C)OC(C(C(=O)OCC)C(CCCCC)NC1=CC=C(C=C1)S(NC1=NOC(=C1)Cl)(=O)=O)=O